C(C1=CC=CC=C1)C1=C(C=C(C=C1)C)N1/C(/SCC1=O)=N/C(=O)NC1=C(C=C(C=C1)C1=NN(C=N1)C1=CC=C(C=C1)OC(F)(F)F)C (Z)-1-(3-(2-benzyl-5-methylphenyl)-4-oxothiazolidin-2-ylidene)-3-(2-methyl-4-(1-(4-(trifluoromethoxy)phenyl)-1H-1,2,4-triazol-3-yl)phenyl)urea